(2r,4r)-2-((1-((3-bromopyridin-2-yl)methyl)-3-oxoisoindolin-2-yl)methyl)-2-fluoro-5-oxa-7-azaspiro[3.4]octan-6-one BrC=1C(=NC=CC1)CC1N(C(C2=CC=CC=C12)=O)CC1(CC2(C1)OC(NC2)=O)F